CC1(C(N(CCC1)CC1=CC=C(C=C1)C1=NOC(=N1)C(F)(F)F)=O)C 3,3-di-methyl-1-[[4-[5-(trifluoromethyl)-1,2,4-oxadiazol-3-yl]phenyl]methyl]piperidin-2-one